N-(4-methyl-3-(7-methyl-2-((6-methylpyridin-3-yl)amino)-8-oxo-7,8-dihydropyrido[3,4-d]pyrimidin-6-yl)phenyl)benzamide CC1=C(C=C(C=C1)NC(C1=CC=CC=C1)=O)C1=CC2=C(N=C(N=C2)NC=2C=NC(=CC2)C)C(N1C)=O